2-(difluoromethoxy)-5-iodopyridine-3-carbonitrile FC(OC1=NC=C(C=C1C#N)I)F